C(C)(C)(C)OC(=O)N(C1CCN(CC1)C1=NC=C(C=N1)C(=O)OC)C1C(C1)C1=CC=C(C=C1)OCC1=CC=C(C=C1)F Methyl 2-(4-((tert-butoxycarbonyl)(2-(4-((4-fluorobenzyl)oxy)phenyl)cyclopropyl)amino)piperidin-1-yl)pyrimidine-5-carboxylate